4-(2,6-dimethylphenyl)-5-(3-(3,3,3-trifluoro-2,2-dimethylpropoxy)phenyl)thiazol-2-amine CC1=C(C(=CC=C1)C)C=1N=C(SC1C1=CC(=CC=C1)OCC(C(F)(F)F)(C)C)N